C(C)(C)(C)OC(=O)NC1=NC=CC=C1B(O)O (2-((tert-butoxycarbonyl)amino)pyridin-3-yl)boronic acid